1-bromo-3,7-dimethylocta-2,6-diene BrCC=C(CCC=C(C)C)C